C(C1=CC=CC=C1)OCC(COCCCCCCO)OCCCCCCO 6-[3-benzyloxy-2-(6-hydroxyhexoxy)propoxy]hexan-1-ol